1,4-dimethylpyridine tetrafluoroborate F[B-](F)(F)F.CN1CC=C(C=C1)C